CN1C([C@H](N(C2=C(C=CC=C12)C)S(=O)(=O)C1=C(C=C(C=C1)N1C=NC(=C1)C)C)C)=O (3R)-1,3,5-trimethyl-4-[2-methyl-4-(4-methylimidazol-1-yl)phenyl]sulfonyl-3H-quinoxalin-2-one